C1(CCCCC1)C1(P(CCC1)C1=C(C(=CC=C1OC)OC)C1=C(C=C(C=C1C(C)C)C(C)C)C(C)C)C1CCCCC1 dicyclohexyl-[3,6-dimethoxy-2',4',6'-tris(prop-2-yl)biphenyl-2-yl]Phospholane